ClC1=CC(=CS1)S(=O)(=O)N 5-chlorothiophene-3-sulfonamide